O=C1N(CC=2C=C3C(=CC12)CCC1(O3)CNC1)[C@@H]1C(NC(CC1)=O)=O (S)-3-(6'-oxo-3',4',6',8'-tetrahydro-7'H-spiro[azetidine-3,2'-pyrano[2,3-f]isoindol]-7'-yl)piperidine-2,6-dione